NC1=CC(=C(OC2=C3C(=NC=C2)N(C=C3C=3C=CC(=C(C#N)C3)OC(C)C)COCC[Si](C)(C)C)C(=C1)F)F 5-[4-(4-amino-2,6-difluorophenoxy)-1-{[2-(trimethylsilyl)ethoxy]methyl}-1H-pyrrolo[2,3-b]pyridin-3-yl]-2-[(propan-2-yl)oxy]benzonitrile